(R)-7-ethyl-2-(((1-(4-fluorobenzyl)-1H-pyrazol-4-yl)methyl)amino)-8-isopropyl-5-methyl-7,8-dihydropteridin-6(5H)-one C(C)[C@@H]1C(N(C=2C=NC(=NC2N1C(C)C)NCC=1C=NN(C1)CC1=CC=C(C=C1)F)C)=O